{1-[(tert-butoxy)carbonyl]-1,2,3,6-tetrahydropyridin-4-yl}boronic acid C(C)(C)(C)OC(=O)N1CCC(=CC1)B(O)O